1-(4-((4-(4-Ethylpiperidin-1-yl)phenyl)amino)benzyl)urea C(C)C1CCN(CC1)C1=CC=C(C=C1)NC1=CC=C(CNC(=O)N)C=C1